FC(CO[C@H]1[C@H](CNCC1)NC(C1=CC=CC=C1)(C1=CC=CC=C1)C1=CC=CC=C1)F (3s,4r)-4-(2,2-difluoroethoxy)-N-tritylpiperidin-3-amine